(S)-1-((S)-4-(4-amino-6-(6-ethynyl-2,4-dimethylpyridin-3-yl)-7-methyl-7H-pyrrolo[2,3-d]pyrimidin-5-yl)cyclohex-3-ene-1-carbonyl)pyrrolidine-2-carbonitrile NC=1C2=C(N=CN1)N(C(=C2C2=CC[C@H](CC2)C(=O)N2[C@@H](CCC2)C#N)C=2C(=NC(=CC2C)C#C)C)C